benzene-1-carbaldehyde C1(=CC=CC=C1)C=O